7-octenyl-octyl-dichlorosilane benzyl-(2R)-2-[(4-aminophenyl)methyl]-4-imidazo[1,2-a]pyridin-2-yl-3-oxo-piperazine-1-carboxylate C(C1=CC=CC=C1)OC(=O)N1[C@@H](C(N(CC1)C=1N=C2N(C=CC=C2)C1)=O)CC1=CC=C(C=C1)N.C(=CCCCCCC)C(CCCCCC[SiH](Cl)Cl)C